[Ni].[Na].FC1(CC(C1)(C(=O)NC1=CC=C(C=C1)F)C1=CC=C(C=C1)C=1C=NC(=CC1CO)C(F)(F)F)F 3,3-difluoro-N-(4-fluorophenyl)-1-(4-(4-(hydroxymethyl)-6-(trifluoromethyl)pyridin-3-yl)phenyl)cyclobutane-1-carboxamide Sodium-nickel